BrC=1C=CC(=C(C1)CC(=O)O)NCC=1N=COC1 2-(5-bromo-2-((oxazol-4-ylmethyl)amino)phenyl)acetic acid